(S)-8-(2-chloro-5-fluorophenyl)-1-((S)-3-hydroxy-2,3-dihydro-1H-pyrrolo[3,2-b]pyridine-1-carboxamido)-N-methyl-6-oxo-5,6,7,8-tetrahydroimidazo[1,5-a]pyrazine-3-carboxamide ClC1=C(C=C(C=C1)F)[C@H]1C=2N(CC(N1)=O)C(=NC2NC(=O)N2C[C@@H](C1=NC=CC=C12)O)C(=O)NC